N-cyclopropyl-3-hydroxy-5-methoxybenzamide C1(CC1)NC(C1=CC(=CC(=C1)OC)O)=O